CC1=NC(=CC=C1N1CCN(CC1)C(=O)OC(C)(C)C)N1N=CC=C1 tert-butyl 4-(2-methyl-6-(1H-pyrazol-1-yl)pyridin-3-yl)piperazine-1-carboxylate